bis-(4-cyanophenyl) diselenide C(#N)C1=CC=C(C=C1)[Se][Se]C1=CC=C(C=C1)C#N